7-(1H-tetrazol-5-yl)benzofuran-3-carboxylic acid N1N=NN=C1C1=CC=CC=2C(=COC21)C(=O)O